pentamethylcyclopentadienyl-(1-(2-phenylpropyl)-5,6,7,8-tetrahydro-1H-cyclopenta[b]naphthalene) hafnium [Hf].CC1=C(C(=C(C1(C1(C=CC=2C1=CC=1CCCCC1C2)CC(C)C2=CC=CC=C2)C)C)C)C